ClC1=CC=CC2=C1C1=C(O2)C=2C=CC=CC2C(=C1)C1=CC=CC2=C1OC1=C2C=CC=C1 7-chloro-5-dibenzofuran-4-yl-naphtho[1,2-b]Benzofuran